(3R,4R)-4-[5-methyl-1-[4-(trifluoromethoxy)phenyl]pyrazol-3-yl]piperidin-3-ol CC1=CC(=NN1C1=CC=C(C=C1)OC(F)(F)F)[C@@H]1[C@H](CNCC1)O